C(C)(=O)C1=CN=C(S1)C=1C(=C2C(=NC1)NC=C2)NC2CC(C2)NS(=O)(=O)C2=CC(=CC=C2)C#N N-((1r,3r)-3-((5-(5-acetylthiazol-2-yl)-1H-pyrrolo[2,3-b]pyridin-4-yl)amino)cyclobutyl)-3-cyanobenzenesulfonamide